3-(4,4''-di-tert-butyl-[1,1':3',1''-terphenyl]-2'-yl)-1H-benzo[d]imidazol-3-ium C(C)(C)(C)C1=CC=C(C=C1)C1=C(C(=CC=C1)C1=CC=C(C=C1)C(C)(C)C)[N+]1=CNC2=C1C=CC=C2